racemic-1,1-difluoropropan-2-ol FC([C@@H](C)O)F |r|